ClC1=CC=C(C=C1)C1CC(C1)C#N 3-(4-chlorophenyl)cyclobutanecarbonitrile